N=1N=NC(C1)=O (-)-(R)-triazolone